C(C=C)C=1C=C(C(=C(C1)C1=C(C=CC(=C1)CC=C)O)O)C=CC(=O)C=1SC=CC1 3-(5,5'-diallyl-2,2'-dihydroxy-[1,1'-biphenyl]-3-yl)-1-(thiophen-2-yl)prop-2-en-1-one